2,4,6-trimethylcyclohex-3-ene-1-carbaldehyde CC1C(C(CC(=C1)C)C)C=O